I[GeH2][GeH3] monoiododigermane